S1C(=NC=C1)C(C(=O)O)=C 2-(thiazol-2-yl)acrylic acid